COC=1C=C(C=C2C=CC=NC12)C(=O)N 8-methoxyquinoline-6-carboxamide